ClC=1C(=C(C=C(C1F)C=O)S(=O)(=O)NC1=C(C=C(C(=C1)C1=C(C=CC=C1)C=C)F)F)OC 3-Chloro-N-[2,4-difluoro-5-(2-vinylphenyl)phenyl]-4-fluoro-5-formyl-2-methoxy-benzenesulfonamide